C(C)(C)(C)OC(C1=C(C=CC=C1C=1N=CSC1)F)=O.C(CCC)[Sn](C=1N=CSC1)(CCCC)CCCC 4-(tributylstannyl)thiazole tert-butyl-2-fluoro-6-(thiazol-4-yl)benzoate